C(C)(C)C(C#N)C(C)C 2,2-diisopropyl-acetonitrile